3-(2-chloro-4-mesylbenzoyl)-2-phenylthiobicyclo[3.2.1]oct-2-en-4-one ClC1=C(C(=O)C2=C(C3CCC(C2=O)C3)SC3=CC=CC=C3)C=CC(=C1)S(=O)(=O)C